ClC=1C(=NC=C(C1)C(F)(F)F)C(=C)C1=NNC2=NC(=CN=C21)N2CCC1(CC2)[C@@H](C2=CC=CC=C2C1)N (S)-1'-(3-(1-(3-chloro-5-(trifluoromethyl)pyridin-2-yl)vinyl)-1H-pyrazolo[3,4-b]pyrazin-6-yl)-1,3-dihydrospiro[indene-2,4'-piperidine]-1-amine